NC1=NC2=C(C=C(C1)C(=O)N(CCC)CCCN)C=CC(=C2)C(=O)NC2=CC=CC=C2 2-amino-N4-(3-aminopropyl)-N8-phenyl-N4-propyl-3H-1-benzazepine-4,8-dicarboxamide